(2R,4S)-4-amino-N-(2-(3-(2-((1,5-dimethyl-1H-pyrazol-3-yl)amino)-5-methylpyrimidin-4-yl)-1H-indol-7-yl)-1-oxoisoindolin-4-yl)pyrrolidine-2-carboxamide N[C@H]1C[C@@H](NC1)C(=O)NC1=C2CN(C(C2=CC=C1)=O)C=1C=CC=C2C(=CNC12)C1=NC(=NC=C1C)NC1=NN(C(=C1)C)C